[N+](=O)([O-])C1=CC=C(C=C1)[Te][Te]C1=CC=C(C=C1)[N+](=O)[O-] bis-(p-nitrophenyl) ditelluride